Bis(3,5-bis(trifluoromethyl)phenyl)chlorophosphine FC(C=1C=C(C=C(C1)C(F)(F)F)P(Cl)C1=CC(=CC(=C1)C(F)(F)F)C(F)(F)F)(F)F